3-[(4-bromo-3-fluoro-2-methyl-phenyl)methylene]-1-(3-fluoropropyl)azetidine BrC1=C(C(=C(C=C1)C=C1CN(C1)CCCF)C)F